OCCCCCCCCCC(=O)[O-] L-10-hydroxydecanoate